CC1(COC2=C1C(=CC=C2C)OC2=NC=C(C=N2)NC(=O)[C@@H](CC)NC(OC(C)(C)C)=O)C 1,1-dimethylethyl {(1R)-1-[({2-[(3,3,7-trimethyl-2,3-dihydro-1-benzofuran-4-yl)oxy]-5-pyrimidinyl}amino)carbonyl]propyl}carbamate